ClC1=C(OCC#N)C=CC(=C1F)NC=1C2=C(N=CN1)C=CC(=N2)O[C@@H]2CNCC2 2-[2-chloro-3-fluoro-4-[[6-[(3S)-pyrrolidin-3-yl]oxypyrido[3,2-d]pyrimidin-4-yl]amino]phenoxy]acetonitrile